ClCC(CC1(NC[C@H](C1)OC)C(=O)OC)=C methyl (4S)-2-(2-(chloromethyl)allyl)-4-methoxypyrrolidin-2-carboxylate